FC1CC(N(C1)C(CCCC1=CC=NC=C1)=O)C(=O)NC(C1=CC=C(C=C1)C(C)C)C1=CC=CC=C1 4-fluoro-N-{phenyl-[4-(prop-2-yl)phenyl]methyl}-1-[4-(pyridin-4-yl)butyryl]pyrrolidine-2-carboxamide